Methyl (R)-1-(2,2-dimethoxyethyl)-5-(1-(4-fluorophenyl) ethylcarbamoyl)-3-methoxy-4-oxo-1,4-dihydropyridine-2-carboxylate COC(CN1C(=C(C(C(=C1)C(N[C@H](C)C1=CC=C(C=C1)F)=O)=O)OC)C(=O)OC)OC